NC1=C(C(=O)NC=2SC(=C(N2)C=2CCOCC2)C)C=CC=C1 2-amino-N-(4-(3,6-dihydro-2H-pyran-4-yl)-5-methylthiazol-2-yl)benzamide